C(C)(C)(C)OC(=O)N[C@@H](CC(=O)OCC)C1=CC(=CC(=C1)B1OC(C(O1)(C)C)(C)C)C Ethyl (S)-3-((tert-butoxycarbonyl)amino)-3-(3-methyl-5-(4,4,5,5-tetramethyl-1,3,2-dioxaborolan-2-yl)phenyl)propanoate